C(C1=CC=CC=C1)C1=CC(=C(S1)NC(C1=CC=C(C=C1)COC1=CC=C(C=C1)Br)=O)C(=O)N 5-benzyl-2-({4-[(4-bromophenoxy)methyl]benzoyl}amino)-3-thiophenecarboxamide